CS(=O)(=O)C1=CC=C(C=C1)C=1C=C2C(=NC1)NN=C2C(=O)N2CCC(CC2)C2=CC=CC=C2 1-[5-(4-methanesulfonylphenyl)-1H-pyrazolo[3,4-b]pyridine-3-carbonyl]-4-phenylpiperidine